FC1=C(C=CC=C1)C1(CC1)C=1C(=C(C(=O)N)C=CC1)C (1-(2-fluorophenyl)cyclopropyl)-2-methyl-benzamide